O=C1N(C=CC(N1)=O)[C@H]1[C@@H]([C@@H]([C@H](O1)C1C(C1)P(OCC)(OCC)=O)O)OC diethyl (2-((2R,3R,4R,5R)-5-(2,4-dioxo-3,4-dihydropyrimidin-1(2H)-yl)-3-hydroxy-4-methoxytetrahydrofuran-2-yl)cyclopropyl)phosphonate